N-(2-Hydroxyethyl)-2,2-dimethyl-3-[7-oxo-2-{[(1S)-1-phenylethyl]amino}pyrido[2,3-d]pyrimidin-8(7H)-yl]propanamid OCCNC(C(CN1C(C=CC2=C1N=C(N=C2)N[C@@H](C)C2=CC=CC=C2)=O)(C)C)=O